ClC1=CC(=NC=N1)NCC1=CC=C(C=C1)OC1=CC=C(C=C1)C 6-chloro-N-(4-(4-methylphenoxy)benzyl)pyrimidin-4-amine